BrC1=CC=CC2=C1N=C(S2)C2=CC=CC=C2 4-Bromo-2-phenyl-1,3-benzothiazole